1,4-phthalazinediyl ether C12=NN=C(C3=CC=CC=C13)O2